methyl-triphenylphosphine gold [Au].CC1=C(C=CC=C1)P(C1=CC=CC=C1)C1=CC=CC=C1